2-vinyl-5-Ethyl-2-oxazoline C(=C)C=1OC(CN1)CC